CN(C1(CCC2(CN(C(N2CC2(CCC2)O)=O)C=2C=NC(=NC2)N2CCOCC2)CC1)C1=CC=CC=C1)C cis-8-dimethylamino-1-[(1-hydroxy-cyclobutyl)-methyl]-3-(2-morpholin-4-yl-pyrimidin-5-yl)-8-phenyl-1,3-diazaspiro[4.5]decan-2-one